CO[C@@H]1C[C@H](CC[C@H]1NC)C(=O)C1=CC=CC=C1 [(1S,3R,4R)-3-methoxy-4-(methylamino)cyclohexyl]-phenyl-methanone